1-[3-bromo-6-(trifluoromethyl)-2-pyridinyl]-4,4-difluoro-azepan BrC=1C(=NC(=CC1)C(F)(F)F)N1CCC(CCC1)(F)F